5-(5-chloro-2-{[4-(hydroxymethyl)-3,4-dihydroisoquinolin-2(1H)-yl]carbonyl}phenyl)-N-(5-cyano-2-fluorophenyl)-1,2-dimethyl-N-[4-(prop-2-en-1-yloxy)phenyl]-1H-pyrrole-3-carboxamide ClC=1C=CC(=C(C1)C1=CC(=C(N1C)C)C(=O)N(C1=CC=C(C=C1)OCC=C)C1=C(C=CC(=C1)C#N)F)C(=O)N1CC2=CC=CC=C2C(C1)CO